C1CC(CCC1CN)C(=O)O The molecule is a monocarboxylic acid. It has a role as an antifibrinolytic drug and a hematologic agent. It derives from a cyclohexanecarboxylic acid.